2-[(E)-3-(3,4-Dihydroxyphenyl)prop-2-enoyl]benzoic acid OC=1C=C(C=CC1O)/C=C/C(=O)C1=C(C(=O)O)C=CC=C1